FC=1C=C(C=C(C1)F)[C@H]1N(OCC1)C(=O)[C@@H]1CC[C@H](CC1)CN1N=C(C2=CC(=C(C=C12)C#N)F)C trans-1-((4-((S)-3-(3,5-difluorophenyl)isoxazolidine-2-carbonyl)cyclohexyl)methyl)-5-fluoro-3-methyl-1H-indazole-6-carbonitrile